titanium(I) ethoxide [O-]CC.[Ti+]